[(1R)-2-(benzofuran-3-yl)-1-(3-hydroxypropanoylamino)ethyl]boronic acid O1C=C(C2=C1C=CC=C2)C[C@H](NC(CCO)=O)B(O)O